(2S,3R)-3-(5-chloro-2-pyrimidinyl)-N-(4-(4,6-dimethoxy-5-pyrimidinyl)-5-((1R)-1-methoxyethyl)-4H-1,2,4-triazol-3-yl)-2-butanesulfonamide ClC=1C=NC(=NC1)[C@H]([C@H](C)S(=O)(=O)NC1=NN=C(N1C=1C(=NC=NC1OC)OC)[C@@H](C)OC)C